6-[3-(Difluoromethyl)-4-fluoro-phenyl]-1-[(5-fluoro-3-pyridyl)methyl]pyrazolo[4,3-b]pyridine FC(C=1C=C(C=CC1F)C=1C=C2C(=NC1)C=NN2CC=2C=NC=C(C2)F)F